C(\C=C\C1=CC(OC)=C(O)C(OC)=C1)(=O)NCCCCCN sinapoylcadaverine